xylylenediamine C1=CC=C(C(=C1)CN)CN